(R)-N-(1-cyclopropylpiperidin-3-yl)-1-(4-methoxyphenyl)-7,8-dihydro-5H-pyrano[3,4-d]pyridazin-4-amine C1(CC1)N1C[C@@H](CCC1)NC=1N=NC(=C2C1COCC2)C2=CC=C(C=C2)OC